bis(4-amino-3-ethylphenyl)methane NC1=C(C=C(C=C1)CC1=CC(=C(C=C1)N)CC)CC